3,5-dimethoxyAniline methyl-(E)-3-(3-(3,5-bis(trifluoromethyl)phenyl)-5-cyano-1H-1,2,4-Triazol-1-yl)-2-(pyrimidin-5-yl)acrylate COC(\C(=C\N1N=C(N=C1C#N)C1=CC(=CC(=C1)C(F)(F)F)C(F)(F)F)\C=1C=NC=NC1)=O.COC=1C=C(N)C=C(C1)OC